6-[(6-chloro-2-pyridinyl)oxymethyl]-2-(2-hydroxyethyl)pyridine-3-carbonitrile ClC1=CC=CC(=N1)OCC1=CC=C(C(=N1)CCO)C#N